Sodium [1-(Hydroxymethyl)cyclopropyl]acetate OCC1(CC1)CC(=O)[O-].[Na+]